Azadibenzothiophen-5,5-dioxid N1=CC=CC=2S(C3=C(C21)C=CC=C3)(=O)=O